CN1N=CC(=C1NC(O[C@H](C)C=1C(=NC=C(C1)F)F)=O)C1=NC=C(C=N1)C(C(F)(F)F)O (R)-1-(2,5-difluoropyridin-3-yl)ethyl (1-methyl-4-(5-(2,2,2-trifluoro-1-hydroxyethyl)pyrimidin-2-yl)-1H-pyrazol-5-yl)carbamate